21-(bromotriphenyl-lambda5-phosphanyl)henicosanoic acid BrP(CCCCCCCCCCCCCCCCCCCCC(=O)O)(C1=CC=CC=C1)(C1=CC=CC=C1)C1=CC=CC=C1